FC1=C(C=CC=C1F)C1=C(SC(=C1)N1CCSCC1)C1=C(C(=O)O)C=CC=C1 2-(3-(2,3-difluorophenyl)-5-thiomorpholinothien-2-yl)benzoic acid